7-((6-((dimethylamino)-methyl)-5-(4-methoxytetra-hydro-2H-pyran-4-yl)pyridin-2-yl)amino)-4-(7-fluoroimidazo[1,2-a]pyridin-3-yl)isoindolin-1-one CN(C)CC1=C(C=CC(=N1)NC=1C=CC(=C2CNC(C12)=O)C1=CN=C2N1C=CC(=C2)F)C2(CCOCC2)OC